ClC=1C=CC2=C(CC(CC=3N2C(=NN3)[C@@H]3CC[C@H](CC3)OC3=NC=CC=C3)NCC)C1 8-Chloro-N-ethyl-1-[trans-4-(pyridin-2-yloxy)cyclohexyl]-5,6-dihydro-4H-[1,2,4]triazolo[4,3-a][1]benzazepin-5-amin